butyl-carvacrol C(CCC)C1=C(O)C(C)=CC=C1C(C)C